[Si](C)(C)(C(C)(C)C)OCC1=CC(=C(C=2C=CN=CC12)C=O)F 8-(((tert-butyldimethylsilyl)oxy)methyl)-6-fluoroisoquinoline-5-carbaldehyde